tetradecahydrocyclopenta[a]phenanthrene-3,5,6-triol C1CC(CC2(C(CC3C4CCCC4CCC3=C12)O)O)O